C(CCCC)[Si](OC(C)C)(OC(C)C)OC(C)C pentyltriisopropoxysilane